C(#N)[C@H](C[C@H]1C(NCC1)=O)NC([C@@H](N)CC(C)(C)C)=O N-{(1S)-1-cyano-2-[(3S)-2-oxopyrrolidin-3-yl]Ethyl}-4-methyl-L-leucinoamide